C[C@@H]1N(CCN(C1)C1=NC=NC(=C1)C=1N(N=C2C=CC(=CC12)OC1(CC1)C)COCC[Si](C)(C)C)C(=O)OC(C)(C)C tert-butyl (2S)-2-methyl-4-[6-[5-(1-methylcyclopropoxy)-2-(2-trimethylsilylethoxymethyl) indazol-3-yl]pyrimidin-4-yl]piperazine-1-carboxylate